C1(=CC=CC=C1)C1=C(C(=C(C(=C1C1=CC=CC=C1)C1=CC=CC=C1)C1=CC=CC=C1)C1=CC=CC=C1)C1=CC2=C(C3=CC=C(C=C3C(=C2C=C1)C1=C(C(=C(C(=C1C1=CC=CC=C1)C1=CC=CC=C1)C1=CC=CC=C1)C1=CC=CC=C1)C1=CC=CC=C1)C1=C(C(=C(C(=C1C1=CC=CC=C1)C1=CC=CC=C1)C1=CC=CC=C1)C1=CC=CC=C1)C1=CC=CC=C1)C1=C(C(=C(C(=C1C1=CC=CC=C1)C1=CC=CC=C1)C1=CC=CC=C1)C1=CC=CC=C1)C1=CC=CC=C1 2,6,9,10-tetrakis(2,3,4,5,6-pentakis-phenylphenyl)-anthracene